7-amino-1-(3-aminocyclohexyl)-3-(2-fluoro-6-methyl-phenyl)-4H-pyrimido[4,5-d]pyrimidin-2-one NC1=NC=C2C(=N1)N(C(N(C2)C2=C(C=CC=C2C)F)=O)C2CC(CCC2)N